1-benzyl 4-ethyl (3R,4R)-3-hydroxypiperidine-1,4-dicarboxylate O[C@H]1CN(CC[C@H]1C(=O)OCC)C(=O)OCC1=CC=CC=C1